3-[4-chloro-5-[4-[[4-[[1-[6-[5-(1-methylcyclopropoxy)-1H-indazol-3-yl]pyrimidin-4-yl]-4-piperidyl]methyl]piperazin-1-yl]methyl]-1-piperidyl]-1-oxo-isoindolin-2-yl]piperidine-2,6-dione ClC1=C2CN(C(C2=CC=C1N1CCC(CC1)CN1CCN(CC1)CC1CCN(CC1)C1=NC=NC(=C1)C1=NNC2=CC=C(C=C12)OC1(CC1)C)=O)C1C(NC(CC1)=O)=O